C(C=CC)C=1C=2CCC3N(C2N=CC1)CCNC3 4-(but-2-en-1-yl)-6,6a,7,8,9,10-hexahydro-5H-pyrazino[1,2-a][1,8]naphthyridine